The molecule is a steroid ester that is betamethasone in which the hydroxy hydrogens at positions 17 and 21 are replaced by propanoyl groups. It is used in combination with calcipotriene hydrate, a synthetic vitamin D analogue, for the topical treatment of plaque psoriasis in adult patients. It has a role as an antipsoriatic. It is a steroid ester, an 11beta-hydroxy steroid, a 20-oxo steroid, a fluorinated steroid, a propanoate ester and a 3-oxo-Delta(1),Delta(4)-steroid. It derives from a betamethasone. CCC(=O)OCC(=O)[C@]1([C@H](C[C@@H]2[C@@]1(C[C@@H]([C@]3([C@H]2CCC4=CC(=O)C=C[C@@]43C)F)O)C)C)OC(=O)CC